C(CO)O EthyleneGlycol